CC(C)N1CCN(CC1)CC1=C(C=CC=C1)B(O)O (2-([4-(PROPAN-2-YL)PIPERAZIN-1-YL]METHYL)PHENYL)BORANEDIOL